1-pentadecanoyl-2-eicosanoyl-glycero-3-phosphocholine C(CCCCCCCCCCCCCC)(=O)OCC(OC(CCCCCCCCCCCCCCCCCCC)=O)COP(=O)([O-])OCC[N+](C)(C)C